C(CCCCC)C(COC(CCCC(=O)O)=O)CCCCCCCC 5-(2-Hexyldecyloxy)-5-oxo-pentanoic acid